(R)-3-isopropyl-5-(4-(1-((6-(pyridin-4-yl)imidazo[2,1-b][1,3,4]thiadiazol-2-yl)oxy)ethyl)piperidin-1-yl)-1,2,4-oxadiazol C(C)(C)C1=NOC(=N1)N1CCC(CC1)[C@@H](C)OC1=NN2C(S1)=NC(=C2)C2=CC=NC=C2